C(C)C1=NC=2N(C(=C1)N[C@@H]1C[C@H](CC1)N)N=CC2 (1s,3s)-N3-(5-ethylpyrazolo[1,5-a]pyrimidin-7-yl)cyclopentane-1,3-diamine